ClC=1C(=NC=C(C1[C@@H](C)OC=1C=C2C(=NNC2=CC1)C=1C=NC(=CC1)O[C@@H]1COCC1)Cl)C 5-[(1R)-1-(3,5-dichloro-2-methyl-4-pyridyl)ethoxy]-3-[6-[(3S)-tetrahydrofuran-3-yl]oxy-3-pyridyl]-1H-indazole